racemic-7-n-decyloxychromone C(CCCCCCCCC)OC1=CC=C2C(C=COC2=C1)=O